C(C)C1=CC2=C(C(C=3NC4=CC(=CC=C4C3C2=O)C#C[Si](C)(C)C)(C)C)C=C1N1CCN(CC1)C 9-ethyl-6,6-dimethyl-8-(4-methylpiperazin-1-yl)-3-((trimethylsilyl)ethynyl)-5,6-dihydro-11H-Benzo[b]carbazol-11-one